FC(C1=NOC(=N1)N1CCC(CC1)[C@H](C)OC1=NN2C(S1)=NC(=C2)C2=CC=C(C=C2)S(=O)(=O)C)(F)F 2-((S)-1-(1-(3-(trifluoromethyl)-1,2,4-oxadiazol-5-yl)piperidin-4-yl)ethoxy)-6-(4-(methylsulfonyl)phenyl)imidazo[2,1-b][1,3,4]thiadiazole